C1(CC1)C=1C(=C(C(=CC1)F)C=1C(N(N=C(C1O)C)C)=O)CCC1=CC(=NC=C1)F 4-[3-cyclopropyl-6-fluoro-2-[2-(2-fluoro-4-pyridyl)ethyl]phenyl]-5-hydroxy-2,6-dimethyl-pyridazin-3-one